C(#C)C=1C(=CC=C2C=C(C=C(C12)C1=C(C=2N=C(N=C(C2C=N1)N(C[C@H]1NCCCC1)C)N1CCC(CC1)(O)C)F)O)F (S)-1-(7-(8-ethynyl-7-fluoro-3-hydroxynaphthalen-1-yl)-8-fluoro-4-(methyl(piperidin-2-ylmethyl)amino)pyrido[4,3-d]pyrimidin-2-yl)-4-methylpiperidin-4-ol